methyl 2-((4-(3-((4-chloro-2-fluorophenoxy) methyl) phenoxy) piperidin-1-yl) methyl)-1-((1-ethyl-1H-imidazol-5-yl) methyl)-1H-benzo[d]imidazole-6-carboxylate ClC1=CC(=C(OCC=2C=C(OC3CCN(CC3)CC3=NC4=C(N3CC3=CN=CN3CC)C=C(C=C4)C(=O)OC)C=CC2)C=C1)F